(S)-1-(5-(2-methylpyridin-3-yl)-1H-pyrrole-2-carbonyl)-N-(3,4,5-trifluorophenyl)pyrrolidine-3-carboxamide CC1=NC=CC=C1C1=CC=C(N1)C(=O)N1C[C@H](CC1)C(=O)NC1=CC(=C(C(=C1)F)F)F